C1(=C(C(=CC=C1)C)C)C=1C(=CN(C1)C)C#N 4-(2,3-xylyl)-1-methyl-pyrrole-3-carbonitrile